ClC=1C=C(C=CC1C)NS(=O)(=O)C=1C(=C(NC1C)C)C(=O)O 4-(N-(3-chloro-4-methylphenyl)sulfamoyl)-2,5-dimethyl-1H-pyrrole-3-carboxylic acid